tert-butyl 6-(1H-indol-5-yl)-3-methyl-3,4-dihydro-2H-pyridine-1-carboxylate N1C=CC2=CC(=CC=C12)C1=CCC(CN1C(=O)OC(C)(C)C)C